ClC=1C=C(C=C(C1)C(F)(F)F)NC(N(C1CC2(CN(C2)C(=O)C2=C3N(N=C2)C=CN3C)C1)C)=O 3-(3-chloro-5-(trifluoromethyl)phenyl)-1-methyl-1-(2-(1-methyl-1H-imidazo[1,2-b]pyrazole-7-carbonyl)-2-azaspiro[3.3]heptan-6-yl)urea